(3S)-7-((S)-4-acryloyl-2-methylpiperazin-1-yl)-9-chloro-10-(2,4-difluorophenyl)-3-((4-ethylpiperazin-1-yl)methyl)-2H-[1,4]thiazino[2,3,4-ij]quinazolin-5(3H)-one C(C=C)(=O)N1C[C@@H](N(CC1)C1=NC(N2C3=C(C(=C(C=C13)Cl)C1=C(C=C(C=C1)F)F)SC[C@@H]2CN2CCN(CC2)CC)=O)C